1-(3-bromo-2-pyridyl)-8-chloro-6-fluoro-1,4-dihydro-7-(4-methylpiperazinyl)-4-oxo-3-quinolinecarboxylic acid BrC=1C(=NC=CC1)N1C=C(C(C2=CC(=C(C(=C12)Cl)N1CCN(CC1)C)F)=O)C(=O)O